N=1N(N=NC1)[C@H](CN1C(N(C(=CC1=O)Cl)CC1=CC=C(C=C1)Cl)=O)C (S)-3-(2-(2H-tetrazol-2-yl)propyl)-6-chloro-1-(4-chlorobenzyl)pyrimidine-2,4(1H,3H)-dione